4-[[(1S,2S)-2-(4-acetylpiperazin-1-yl)-4,6-dichloro-2,3-dihydro-1H-inden-1-yl]oxy]benzene C(C)(=O)N1CCN(CC1)[C@@H]1[C@H](C2=CC(=CC(=C2C1)Cl)Cl)OC1=CC=CC=C1